FC(C1=CC=C(C=C1)C1=NC=C2N1C=CC=N2)(F)F 6-(4-(Trifluoromethyl)phenyl)imidazo[1,5-a]pyrimidine